4-(7-Methoxy-1,3-dimethyl-2-oxo-1,2-dihydroquinolin-5-yl)-1-methyl-7-(1-methylpiperidin-4-yl)-1,2,3,4-tetrahydroquinoxaline-6-carbonitrile COC1=CC(=C2C=C(C(N(C2=C1)C)=O)C)N1CCN(C2=CC(=C(C=C12)C#N)C1CCN(CC1)C)C